2-(1-(1,4-diazepan-1-yl)butyl)-6,7-dichloro-3-ethylquinazolin-4(3H)-one N1(CCNCCC1)C(CCC)C1=NC2=CC(=C(C=C2C(N1CC)=O)Cl)Cl